7-chloro-1-(3-methoxy-1,2,4-thiadiazol-5-yl)-5-methyl-4-oxo-1,4-dihydro-1,8-naphthyridine-3-carboxylic acid ClC1=CC(=C2C(C(=CN(C2=N1)C1=NC(=NS1)OC)C(=O)O)=O)C